C(C)(C)(C)OOC1CCCC2=CC=CC=C12 1-(tert-butylperoxy)-1,2,3,4-tetrahydronaphthalene